1,2-dipropylhydrazine C(CC)NNCCC